C(#N)C1=CC=C(CCN[C@H](C(=O)NC2=NC=C(C=C2)C2=NN(C=C2)C)C2=CC=CC=C2)C=C1 |r| (S)- and (R)-2-((4-cyanophenethyl)amino)-N-(5-(1-methyl-1H-pyrazol-3-yl)pyridin-2-yl)-2-phenylacetamide